CC1=C(N(N=C1[C@@H]1C[C@@H](CC1)O[Si](C1=CC=CC=C1)(C1=CC=CC=C1)C(C)(C)C)C(C)(C)C)N |r| Racemic-cis-4-methyl-2-(2-methylprop-2-yl)-5-(3-{[(2-methylprop-2-yl)diphenylsilyl]oxy}cyclopentyl)pyrazol-3-amine